FC(OC1=NC(=CC=C1NC(=O)C1(CCC(CC1)C(=O)O)C1=C(C=CC=C1)C(C)C)C)F (1r,4r)-4-((2-(difluoromethoxy)-6-methylpyridin-3-yl)carbamoyl)-4-(2-isopropylphenyl)cyclohexane-1-carboxylic acid